2-bromo-5-fluoro-N'-hydroxypyridine-4-carboximidamide BrC1=NC=C(C(=C1)C(N)=NO)F